5-bromo-7-(difluoromethyl)-1-((2-(trimethylsilyl)ethoxy)methyl)-1H-indazole BrC=1C=C2C=NN(C2=C(C1)C(F)F)COCC[Si](C)(C)C